NC=1C(=NN(C1C(=O)OC)C)C1=CC=NC=C1 methyl 4-amino-1-methyl-3-(pyridin-4-yl)-1H-pyrazole-5-carboxylate